N1=C(C=CC=C1)C=1C=NC(=CC1)C1=CC=NC=C1 2,3':6',4''-terpyridine